4-(Phenyloxymethyl)1,3-dihydroimidazole-2-thione C1(=CC=CC=C1)OCC=1NC(NC1)=S